COC1=CC=C(CN2CC3(OC4=C(C2)N=C(C=C4)O)CC3)C=C1 4'-(4-Methoxybenzyl)-4',5'-dihydro-3'H-spiro[cyclopropane-1,2'-pyrido[2,3-f][1,4]oxazepin]-7'-ol